N-(1-(3-bromo-5-(1-methyl-1H-pyrazol-4-yl)phenyl)ethyl)-2-methylpropane-2-sulfinamide BrC=1C=C(C=C(C1)C=1C=NN(C1)C)C(C)NS(=O)C(C)(C)C